N-((3aR,5s,6aS)-2-(5-(3-cyano-6-(1-methyl-1H-pyrazol-4-yl)pyrazolo[1,5-a]pyridin-4-yl)pyrazin-2-yl)-5-methyloctahydrocyclopenta[c]pyrrol-5-yl)-2-methoxyisonicotinamide C(#N)C=1C=NN2C1C(=CC(=C2)C=2C=NN(C2)C)C=2N=CC(=NC2)N2C[C@@H]1[C@H](C2)CC(C1)(C)NC(C1=CC(=NC=C1)OC)=O